FC1=CC=CC=2C3=C(OC21)C=CC(=C3)[C@@H](C)NC3=CN=C(N(C3=O)CC(=O)O)C3=C(C=CC=C3)F (R)-2-(5-((1-(6-fluorodibenzo-[b,d]furan-2-yl)ethyl)amino)-2-(2-fluorophenyl)-6-oxopyrimidin-1(6H)-yl)acetic acid